ClCCCCC[C@@]1(C[C@H](CCCC1)C1=CC=C(C=C1)C(=O)OC)C(=O)O cis-1-(5-chloropentyl)-3-(4-(methoxycarbonyl)phenyl)cycloheptane-1-carboxylic acid